N(=O)C=CC(C)=C nitroso-isoprene